[C@@H]12CC(C[C@@H](CC1)C2)C2=C1C=CC(=C(C1=CC(=C2)CCC(CC)(CC)CC)C)C2=CC(=CC1=CC=CC=C21)C 5'-((1R,5S)-bicyclo[3.2.1]octan-3-yl)-7'-(3,3-diethylpentyl)-1',3-dimethyl-1,2'-binaphthalene